CS(=O)(=O)NC=1C=C(C=C(C1)NS(=O)(=O)C)C1=C(C=C(C=C1)C=1C=NC=NC1)CCC(=O)N 3-(3',5'-bis((methylsulfonyl)amino)-4-(pyrimidin-5-yl)biphenyl-2-yl)propanamide